butoxyethyldiphosphite C(CCC)OCCOP([O-])OP([O-])[O-]